2,5-dichlorochlorobenzyl chloride ClC1=C(C(Cl)Cl)C=C(C=C1)Cl